Boc-(+/-)-trans-2-amino-4-cyclohexene-1-carboxylic acid C(=O)(OC(C)(C)C)[C@]1([C@@H](CC=CC1)N)C(=O)O |r|